2-(1-(2-(methylsulfonyl)ethyl)piperidin-4-yl)-4H-pyrrolo[3,2-d]Thiazole CS(=O)(=O)CCN1CCC(CC1)C=1SC2=C(N1)C=CN2